C(C)OC(=O)C1=NN(C(=C1)F)C1=NC(=CC=C1C=O)Cl 1-(6-chloro-3-formyl-2-pyridyl)-5-fluoro-pyrazole-3-carboxylic acid ethyl ester